OC[C@@H]1OC2=C(OC1)C=CC(=C2)C(=O)N(C)C (S)-3-(hydroxymethyl)-N,N-dimethyl-2,3-dihydrobenzo[b][1,4]dioxin-6-carboxamide